5-amino-8-(2-(hydroxymethyl)-6-methylpyridin-4-yl)-7-phenyl-2-((2-(trimethylsilyl)ethoxy)methyl)-[1,2,4]triazolo[4,3-C]pyrimidin-3(2H)-one NC1=NC(=C(C=2N1C(N(N2)COCC[Si](C)(C)C)=O)C2=CC(=NC(=C2)C)CO)C2=CC=CC=C2